tetra-n-propylpiperidine C(CC)C1C(N(CCC1)CCC)(CCC)CCC